C(C1=CC=CC=C1)C(C(=O)NC=1C(=NC2=C(C=CC=C2C1)F)C)CC(=C)Cl 2-benzyl-4-chloro-N-(8-fluoro-2-methyl-3-quinolyl)pent-4-enamide